5-(bromomethyl)-2-((1-(methylsulfonyl)piperidin-4-yl)methoxy)benzonitrile BrCC=1C=CC(=C(C#N)C1)OCC1CCN(CC1)S(=O)(=O)C